ClC=1C=C(C(=NC1)OC1=CC=2N(C=C1)N=C(N2)C(=O)NC2(CCS(CC2)(=O)=O)CC(F)(F)F)OCC(F)(F)F 7-((5-Chloro-3-(2,2,2-trifluoroethoxy)pyridin-2-yl)oxy)-N-(1,1-dioxido-4-(2,2,2-trifluoroethyl)tetrahydro-2H-thiopyran-4-yl)-[1,2,4]triazolo[1,5-a]pyridine-2-carboxamide